N(=C=S)CC1C2CC(C(C1)C2)CN=C=S 2,5-bis(isothiocyanatomethyl)bicyclo[2.2.1]-heptane